C(CCC)OCCO ethyleneglycol e-mono-butyl ether